C(C=C)(=O)OCCCCCCCCCCCCCCCCCCCCOP(=O)(O)O acryloyloxyeicosyldihydrogenphosphate